FC1(CN(CCC1)CC1=C(C=C(C=C1)N=C=S)C(F)(F)F)F 3,3-difluoro-1-(4-isothiocyanato-2-(trifluoromethyl)benzyl)piperidine